C(#N)C=1C=CC2=CN(N=C2C1OC1CN(C1)CC(C(=O)O)(C)C)CC1=C2C=CNC2=C(C=C1C)C 3-(3-((6-cyano-2-((5,7-dimethyl-1H-indol-4-yl)methyl)-2H-indazol-7-yl)oxy)azetidin-1-yl)-2,2-dimethylpropanoic acid